NC1=NC=CC2=CC=C(C=C12)C=1C=C2C(=NNC2=CC1)C(=O)N1CCC(CC1)OC (5-(1-aminoisoquinolin-7-yl)-1H-indazol-3-yl)(4-methoxypiperidin-1-yl)methanone